N4-(5-(1-(azetidin-3-yl)-1H-pyrazol-4-yl)-4-(oxetan-3-yloxy)pyridin-2-yl)-2-(difluoromethyl)pyrimidine-4,6-diamine formate C(=O)O.N1CC(C1)N1N=CC(=C1)C=1C(=CC(=NC1)NC1=NC(=NC(=C1)N)C(F)F)OC1COC1